3-(4,6-difluoro-1-oxo-5-(1-(3,3,3-trifluoropropyl)piperidin-4-yl)isoindolin-2-yl)piperidine-2,6-dione FC1=C2CN(C(C2=CC(=C1C1CCN(CC1)CCC(F)(F)F)F)=O)C1C(NC(CC1)=O)=O